ethyl 7-[6-(2-chloro-4-fluoro-5-methoxy-phenyl)-2,4-dioxo-1H-thieno[3,2-d]pyrimidin-3-yl]-1-methyl-pyrazolo[4,3-c]pyridine-3-carboxylate ClC1=C(C=C(C(=C1)F)OC)C1=CC=2NC(N(C(C2S1)=O)C=1C2=C(C=NC1)C(=NN2C)C(=O)OCC)=O